(R)-N-[[(2S,5R)-5-Azido-6-hydroxy-tetrahydropyran-2-yl]methyl]-N-benzyl-2-methyl-propane-2-sulfinamide N(=[N+]=[N-])[C@@H]1CC[C@H](OC1O)CN([S@](=O)C(C)(C)C)CC1=CC=CC=C1